C(C1=CC=CC=C1)OCC([C@H](C[C@H]1C(NCC1)=O)NC(=O)[C@H]1N(C[C@H]2[C@@H]1CCC2)C(=O)C=2NC1=CC=CC(=C1C2)Cl)=O (1S,3aR,6aS)-N-[(2S)-4-(benzyloxy)-3-oxo-1-[(3S)-2-oxopyrrolidin-3-yl]butan-2-yl]-2-(4-chloro-1H-indole-2-carbonyl)-hexahydro-1H-cyclopenta[c]pyrrole-1-carboxamide